COC(C1=C(C=CC=C1)CBr)=O (bromomethyl)benzoic acid methyl ester